C(C)(C)(C)OC(=O)N1C(C2=CC=CC=C2CC1)OCC=C (prop-2-en-1-yloxy)-3,4-dihydroisoquinoline-2(1H)-carboxylic acid tert-butyl ester